(2,4-DIMETHOXYPHENYL)-3-METHYLISOQUINOLIN-1-AMINE COC1=C(C=CC(=C1)OC)C1=C(N=C(C2=CC=CC=C12)N)C